CN1CCN(CC1)C1=CC=CC=2N(C=NC21)C(=O)NCCCC2=CC=CC=C2 4-(4-methylpiperazin-1-yl)-N-(3-phenylpropyl)-1H-benzo[d]Imidazole-1-carboxamide